CN(CCCC)C1CCNCC1 4-(methyl(piperidin-4-yl)amino)butan